5-chloro-6-(chloromethyl)pyrimidine-2,4(1h,3h)-dione ClC=1C(NC(NC1CCl)=O)=O